ClC1=NC2=CC=CC=C2C=C1C(=O)OCC ethyl 2-chloroquinolin-3-carboxylate